C1(CCCCC1)P(C1(C(=C(C=CC1)OC)C1=CC=CC=C1)OC)C1CCCCC1 Dicyclohexyl(2,6-dimethoxybiphenyl-2-yl)phosphine